4-((3-chloro-4-fluorophenyl)amino)-6-trifluoromethyl-1H-indole-2-carboxylic acid ClC=1C=C(C=CC1F)NC1=C2C=C(NC2=CC(=C1)C(F)(F)F)C(=O)O